N1CC(C1)CN1C(C(=CC2=CC(=CC=C12)NC1=NC(=C(C=C1Cl)C#N)N1C[C@H](C([C@H](C1)C)(F)F)C)OCC(=O)NC)=O 2-((1-(Azetidin-3-ylmethyl)-6-((3-chloro-5-cyano-6-((3R,5S)-4,4-difluoro-3,5-dimethylpiperidin-1-yl)pyridin-2-yl)amino)-2-oxo-1,2-dihydroquinolin-3-yl)oxy)-N-methylacetamide